6-[1-[1-[5-[5-(difluoromethyl)-1,3,4-oxadiazol-2-yl]thiophen-2-yl]ethyl]triazol-4-yl]-1,3-benzothiazol-2-amine FC(C1=NN=C(O1)C1=CC=C(S1)C(C)N1N=NC(=C1)C1=CC2=C(N=C(S2)N)C=C1)F